C(#N)C1=CN(C2=NC=CC=C21)CC2=CC(=CC=C2)C(F)(F)F 3-cyano-1-(3-(trifluoromethyl)benzyl)-1H-pyrrolo[2,3-b]pyridine